hydroxyl-amine potassium salt [K].ON